2-tert-Butyl 7-ethyl 6-oxo-2-azaspiro[4.4]nonane-2,7-dicarboxylate O=C1C2(CCN(C2)C(=O)OC(C)(C)C)CCC1C(=O)OCC